phenyl N-Methoxycarbamate CONC(OC1=CC=CC=C1)=O